1-methyl-4-(triethoxysilylmethyl)hexahydro-1,4-diazine CN1CCN(CC1)C[Si](OCC)(OCC)OCC